C(C1=CC=CC=C1)N1C(=NC2=C1C=CC=C2)CN2CCN(CC2)C2=C(C=CC=C2)F 1-benzyl-2-((4-(2-fluorophenyl)piperazin-1-yl)methyl)-benzimidazole